(R)-(2-(Benzyloxy)-6-hydroxy-4-methoxyphenyl)(4-((tetrahydrofuran-3-yl)amino)isoindolin-2-yl)methanone C(C1=CC=CC=C1)OC1=C(C(=CC(=C1)OC)O)C(=O)N1CC2=CC=CC(=C2C1)N[C@H]1COCC1